C1(=CC=CC=C1)P1CCCC1 P-phenyl-phospholidine